(naphthalene-2-ylmethyl) sulfoxide C1=C(C=CC2=CC=CC=C12)CS(=O)CC1=CC2=CC=CC=C2C=C1